(+/-)-4-[4-(2,6-difluoro-4-{[5-(hydroxymethyl)-5-methyl-5,6-dihydro-4H-1,3-oxazin-2-yl]amino}phenoxy)-1H-pyrrolo[2,3-b]pyridin-3-yl]benzonitrile FC1=C(OC2=C3C(=NC=C2)NC=C3C3=CC=C(C#N)C=C3)C(=CC(=C1)NC=1OC[C@@](CN1)(C)CO)F |r|